FC(C(=O)[O-])(F)F.CC(CC)([NH3+])C dimethyl-1-propanaminium trifluoroacetate